FC1(CN(CCC1OC=1C=CC(=NC1)C1=NSC(=N1)NC1=NC=CC=C1N(C(C)=O)C)C(C)C)F N-(2-(3-(5-(3,3-difluoro-1-isopropyl-piperidin-4-yloxy)pyridin-2-yl)-1,2,4-thiadiazol-5-ylamino)pyridin-3-yl)-N-methylacetamide